The molecule is a steroidal acyl-CoA(4-) obtained by deprotonation of phosphate and diphosphate functions of allocholoyl-CoA; major species at pH 7.3. It is a conjugate base of an allocholoyl-CoA. C[C@H](CCC(=O)SCCNC(=O)CCNC(=O)[C@@H](C(C)(C)COP(=O)([O-])OP(=O)([O-])OC[C@@H]1[C@H]([C@H]([C@@H](O1)N2C=NC3=C(N=CN=C32)N)O)OP(=O)([O-])[O-])O)[C@H]4CC[C@@H]5[C@@]4([C@H](C[C@H]6[C@H]5[C@@H](C[C@@H]7[C@@]6(CC[C@H](C7)O)C)O)O)C